C(CCCCC(C)C)OC(CCS)=O Isooctyl-3-mercaptopropionat